C(C)N(C(C=CC)=O)C1=C(C=CC=C1)C N-ethyl-N-(2-methylphenyl)-2-butenamide